(3S)-3-({2-[4-(trifluoromethoxy)phenyl][1,2,4]triazolo[1,5-c]quinazolin-5-yl}amino)azepin-2-one FC(OC1=CC=C(C=C1)C1=NN2C(=NC=3C=CC=CC3C2=N1)NC=1C(N=CC=CC1)=O)(F)F